3-Chloro-5-trifluoromethoxybenzenepropionitrile ClC=1C=C(C=C(C1)OC(F)(F)F)CCC#N